4-amino-2,6-dinitrotoluene NC1=CC(=C(C)C(=C1)[N+](=O)[O-])[N+](=O)[O-]